(R)-4-methyl-2-(2,2,7-trifluoro-3-oxo-6-(perfluorophenyl)-2,3-dihydro-4H-benzo[b][1,4]oxazin-4-yl)pentanoic acid CC(C[C@H](C(=O)O)N1C2=C(OC(C1=O)(F)F)C=C(C(=C2)C2=C(C(=C(C(=C2F)F)F)F)F)F)C